CN1N=CC(=C1C)C1=CNC=2N=CN=C(C21)NCC2=NC(=CC=C2)N2C[C@@H](N[C@@H](C2)C)C 5-(1,5-dimethyl-1H-pyrazol-4-yl)-N-((6-((3S,5R)-3,5-dimethylpiperazin-1-yl)pyridin-2-yl)methyl)-7H-pyrrolo[2,3-d]pyrimidin-4-amine